IC1=NN(C2=CC(=CC=C12)[C@@H]1C[C@@]12C(N(C1=CC=C(C=C21)OC)C)=O)C(=O)OC(C)(C)C tert-butyl 3-iodo-6-[(1R,2S)-5'-methoxy-1'-methyl-2'-oxospiro[cyclopropane-1,3'-indol]-2-yl]indazole-1-carboxylate